ClC1=C(C(=CC=C1)C)CC#N 2-(2-chloro-6-methyl-phenyl)acetonitrile